CC[C@H]1OC(=O)[C@H](C)[C@@H](O[C@H]2C[C@@](C)(OC)[C@@H](O)[C@H](C)O2)[C@H](C)[C@@H](O[C@@H]2O[C@H](C)C[C@H](N(C)C)[C@H]2O)[C@@](C)(O)C[C@@H](C)[C@@H]2O[C@]1(C)[C@@H](N)[C@H]2C oxolide